4-{6-[4-(4-methoxyphenyl)piperidin-1-yl]pyridin-3-yl}-6-methyl-1H-pyrrolo[2,3-c]pyridin-7(6H)-one COC1=CC=C(C=C1)C1CCN(CC1)C1=CC=C(C=N1)C=1C2=C(C(N(C1)C)=O)NC=C2